FC1=CC=C(C=C1)C=1C=C2C(=NC=NC2=C(C1)OCC(=O)NCC(F)(F)F)NCC=1N=NC(=CC1)C 2-[6-(4-fluorophenyl)-4-[(6-methylpyridazin-3-yl)methylamino]quinazolin-8-yl]oxy-N-(2,2,2-trifluoroethyl)acetamide